2-{4-Amino-1-cyclopentyl-1H-pyrazolo[3,4-d]pyrimidin-3-yl}-N-methyl-1H-indole-6-carboxamide NC1=C2C(=NC=N1)N(N=C2C=2NC1=CC(=CC=C1C2)C(=O)NC)C2CCCC2